C1(=CC=C(C=C1)C1=NC(=NC(=N1)C=1C=C(C=CC1)C1=CC(=C(C=C1)C1=CC=CC=C1)C1=NC(=NC(=N1)C1=CC=CC=C1)C1=CC=CC=C1)C1=CC=CC=C1)C1=CC=CC=C1 2-([1,1'-biphenyl]-4-yl)-4-(3'-(4,6-diphenyl-1,3,5-triazin-2-yl)-[1,1':4',1''-terphenyl]-3-yl)-6-phenyl-1,3,5-triazine